C(C#C)OC1=CC=C(C(=O)NC2=CC=C(C=C2)N2CCN(CC2)C2=NC=CC=C2)C=C1 4-Prop-2-ynoxy-N-[4-[4-(2-pyridyl)piperazin-1-yl]phenyl]benzamid